SCCCCCCCCCC 1-mercapto-decane